C(C)OC(/C(=C/C1=CN=C(S1)COC)/N=[N+]=[N-])=O (Z)-2-azido-3-[2-(methoxymethyl)thiazol-5-yl]prop-2-enoic acid ethyl ester